{6-[(1S,2S,3S,5R)-3-amino-2-fluoro-8-azabicyclo[3.2.1]octan-8-yl]-3-(3-chloro-2,4-dimethyl-2H-indazol-5-yl)-1H-pyrazolo[3,4-b]pyrazin-5-yl}methanol N[C@@H]1[C@@H]([C@@H]2CC[C@H](C1)N2C2=C(N=C1C(=N2)NN=C1C1=C(C2=C(N(N=C2C=C1)C)Cl)C)CO)F